C(#N)[C@H]1CN(CC1)C1=NC(=C2C(=N1)N(N=C2)C2=CC=CC=C2)NC(=O)C=2SC(=CC2)[N+](=O)[O-] (R)-N-(6-(3-cyanopyrrolidin-1-yl)-1-phenyl-1H-pyrazolo[3,4-d]pyrimidin-4-yl)-5-nitrothiophene-2-carboxamide